N5-Ethyl-1-(4-methoxyphenyl)-N5-(1-(3-oxomorpholino)piperidin-4-yl)-1H-pyrazol-3,5-dicarboxamid C(C)N(C(=O)C1=CC(=NN1C1=CC=C(C=C1)OC)C(=O)N)C1CCN(CC1)N1C(COCC1)=O